COC1=CC=C(C=C1)C(=CC(=O)[O-])C1=CC=C(C=C1)OC β,β-di(4'-methoxyphenyl)acrylate